BrC1=CC=C(C=C1)[C@H]1CN(CC12CCC2)C(=O)C2=CN=CC(N2)=O (R)-6-(8-(4-bromophenyl)-6-azaspiro[3.4]octane-6-carbonyl)pyrazin-2(1H)-one